CS(=O)(=NC1=NC(=CC(=C1)N1[C@@H](COCC1)C)N1C(=NC2=C1C=CC=C2)C)C (R)-dimethyl((6-(2-methyl-1H-benzo[d]imidazol-1-yl)-4-(3-methylmorpholino)pyridin-2-yl)imino)-λ6-sulfanone